N-((5-(Cyclopropyl(2-oxo-4-(trifluoromethyl)imidazolidin-1-yl)methyl)-4-fluorobenzo[d]oxazol-2-yl)(4,4-difluorocyclohexyl)methyl)-4-methyl-1,2,5-oxadiazole-3-carboxamide C1(CC1)C(C=1C=CC2=C(N=C(O2)C(NC(=O)C2=NON=C2C)C2CCC(CC2)(F)F)C1F)N1C(NC(C1)C(F)(F)F)=O